[Eu].[Cu] copper-europium